FC=1C(=NC(=NC1)NC1CCOCC1)C1=CC2=C(OCCN2C(C)C)C(=C1)F 5-fluoro-4-(8-fluoro-4-isopropyl-3,4-dihydro-2H-benzo[b][1,4]oxazin-6-yl)-N-(tetrahydro-2H-pyran-4-yl)pyrimidin-2-amine